2-acrylamido-2,4,4-trimethylpentanesulphonic acid C(C=C)(=O)NC(CS(=O)(=O)O)(CC(C)(C)C)C